C1OC2(C=3C=NC=CC31)CCC(CC2)=O spiro[cyclohexane-1,3'-furo[3,4-c]pyridin]-4-one